C1=CC=CC=2C3=CC=CC=C3OP(C12)(CO)=O 9,10-dihydro-9-oxa-10-phosphaphenanthrene-10-methanol 10-oxide